2-(7-((1S,2S)-4,4-difluoro-2-hydroxycyclohexyl)-6,7-dihydro-5H-pyrrolo[2,3-c]pyridazin-3-yl)-3-methyl-5-(trifluoromethyl)phenol FC1(C[C@@H]([C@H](CC1)N1CCC2=C1N=NC(=C2)C2=C(C=C(C=C2C)C(F)(F)F)O)O)F